theobromine sodium salt [Na].N1C(=O)N(C)C=2N=CN(C)C2C1=O